tetraundecyl-glycero-3-phosphorylcholine C(CCCCCCCCCC)C(C(OP(OCC(CO)O)(=O)O)(CCCCCCCCCCC)CCCCCCCCCCC)([N+](C)(C)C)CCCCCCCCCCC